C(C)OC(=O)N1C(N(C2=NC=C(C=C21)C2=CC(=CC=C2)C(F)(F)F)C(C2=CC=CC=C2)(C2=CC=CC=C2)C2=CC=CC=C2)=O 2-oxo-6-(3-(trifluoromethyl)phenyl)-3-trityl-2,3-dihydro-1H-imidazo[4,5-b]Pyridine-1-carboxylic acid ethyl ester